methyl 3-(9-((4-(aminomethyl)-2,6-dimethylphenyl)carbamoyl)-4,5-dihydrobenzo[b]thieno[2,3-d]oxepin-8-yl)-6-((1-(methylcarbamoyl)cyclohexyl)carbamoyl)picolinate NCC1=CC(=C(C(=C1)C)NC(=O)C1=CC2=C(OCCC3=C2SC=C3)C=C1C=1C(=NC(=CC1)C(NC1(CCCCC1)C(NC)=O)=O)C(=O)OC)C